(2S,3S)-1-tert-butoxycarbonyl-3-hydroxy-pyrrolidine C(C)(C)(C)OC(=O)N1C[C@H](CC1)O